OC1CCN(CC1)C(=O)N1CCC(CC1)=C(C#N)C1=CC=C(C=C1)OC(F)(F)F 2-(1-(4-hydroxypiperidine-1-carbonyl)piperidin-4-ylidene)-2-(4-(trifluoromethoxy)phenyl)acetonitrile